NCC(CN1N=CN(C1=O)C=1C=NC(=C(C1)C)C=1C=NC(=CC1)N(C)C)=C(F)F 2-[2-(aminomethyl)-3,3-difluoro-allyl]-4-[6-[6-(dimethylamino)-3-pyridinyl]-5-methyl-3-pyridinyl]-1,2,4-triazol-3-one